1-(4'-tert.-Butylphenyl)-3-(4'-methoxyphenyl)propan-1,3-dion C(C)(C)(C)C1=CC=C(C=C1)C(CC(=O)C1=CC=C(C=C1)OC)=O